(R)-4-((3R,5R,8R,9S,10S,13R,14S,17R)-3-(Benzyloxy)-10,13-dimethylhexadecahydro-1H-cyclopenta[a]phenanthren-17-yl)-1-(piperidin-1-yl)pentan-1-one C(C1=CC=CC=C1)O[C@@H]1CC[C@@]2([C@H]3CC[C@@]4([C@H](CC[C@H]4[C@@H]3CC[C@@H]2C1)[C@@H](CCC(=O)N1CCCCC1)C)C)C